C12(C(=O)CC(CC1)C2(C)C)CS(=O)(=O)OC2=C(C=CC=C2)C(C)N(C)C [1-(dimethylamino)ethyl]phenol camphorsulfonate